(R)-6-(bromomethyl)-4-(2-chloro-4-fluorophenyl)-2-(thiazole-2-yl)-1,4-dihydropyrimidine-5-carboxylic acid methyl ester COC(=O)C=1[C@@H](N=C(NC1CBr)C=1SC=CN1)C1=C(C=C(C=C1)F)Cl